(trans-3-(4-(6-methylpyridin-2-yl)-3-(tetrahydro-2H-pyran-4-yl)-1H-pyrazol-1-yl)cyclobutyl)methanamine CC1=CC=CC(=N1)C=1C(=NN(C1)[C@@H]1C[C@H](C1)CN)C1CCOCC1